[Br-].NCCC[N+](C)(C)C[C@H](COCCCCCCCCCCCCCC)OCCCCCCCCCCCCCC |r| (±)-N-(3-aminopropyl)-N,N-dimethyl-2,3-bis(tetradecyloxy)-1-propylammonium bromide